C(=CC1=CC=CC=C1)C=CC#N styrene-acrylnitrile